C(C)OC(=O)N1C2CC(CC(C1)C2)N2C[C@H]1C([C@H]1C2)C(N(CC)CC)=O 3-[(1r,5s,6r)-6-(diethylcarbamoyl)-3-azabicyclo[3.1.0]hexane-3-yl]-6-azabicyclo[3.2.1]octane-6-carboxylic acid ethyl ester